6-amino-2-(3,5-dimethyl-4-((2'-oxospiro[cyclobutane-1,3'-indolin]-5'-yl)oxy)phenyl)-1,2,4-triazine-3,5(2H,4H)-dione NC=1C(NC(N(N1)C1=CC(=C(C(=C1)C)OC=1C=C2C3(C(NC2=CC1)=O)CCC3)C)=O)=O